(5-((5-fluoropyridin-2-yl)oxy)pyridin-2-yl)-6-azaspiro[2.5]octane-1-carboxamide hydrochloride Cl.FC=1C=CC(=NC1)OC=1C=CC(=NC1)C1(CC12CCNCC2)C(=O)N